FC=1C=CC2=C(NCCN(C2)C2=CC(=C(C(=C2)C)NC(CC(C)(C)C)=O)C)C1 N-(4-(8-fluoro-1,2,3,5-tetrahydro-4H-benzo[e][1,4]diazepin-4-yl)-2,6-dimethylphenyl)-3,3-dimethylbutyramide